C(C)OC(=O)C=1C=NN(C1)C1=NC(=C2N(C=NC2=N1)CC1=CC=C(C=C1)S(=O)(=O)C)OCC1=CC=CC=C1 1-(6-(benzyloxy)-7-(4-(methylsulfonyl)benzyl)-7H-purin-2-yl)-1H-pyrazole-4-carboxylic acid ethyl ester